(E)-1-(2,4-dihydroxy-3,5-dimethylphenyl)-3-(4-fluorophenyl)prop-2-en-1-one OC1=C(C=C(C(=C1C)O)C)C(\C=C\C1=CC=C(C=C1)F)=O